FCOC1=CC=2N(C(C(=C(N2)C(F)(F)F)C2=CC=C(C=C2)OCC(F)(F)F)=O)C=C1 8-(fluoromethoxy)-3-(4-(2,2,2-trifluoroethoxy)phenyl)-2-(trifluoromethyl)-4H-pyrido[1,2-a]pyrimidin-4-one